CN(C=1C=C(N(C1C)C[C@@H]1CNCCO1)C1=C2C(=NC=C1)C=C(S2)CN2C(C1C(C1C2=O)(C)C)=O)C 3-((7-(4-(dimethylamino)-5-methyl-1-(((S)-morpholin-2-yl)methyl)-1H-pyrrol-2-yl)thieno[3,2-b]pyridin-2-yl)methyl)-6,6-dimethyl-3-azabicyclo[3.1.0]hexane-2,4-dione